OC=1C=C2[C@H](NC(C2=CC1)=O)C1=C(NC2=C(C=CC=C12)[N+](=O)[O-])CO (3S)-5-hydroxy-3-[2-(hydroxymethyl)-7-nitro-1H-indol-3-yl]-2,3-dihydro-1H-isoindol-1-one